FC1=CC=C2C(=CNC2=C1)S(=O)(=O)C=1C=CC(=C(C1)[N+]1(CCN(CC1)C(C(Cl)(Cl)Cl)=O)[O-])OC 1-(5-((6-fluoro-1H-indol-3-yl)sulfonyl)-2-methoxyphenyl)-4-(2,2,2-trichloroacetyl)piperazine 1-oxide